tert-butyl-9-(2-ethoxy-2-oxoethylidene)-3-azaspiro[5.5]undecane C(C)(C)(C)C1CNCCC12CCC(CC2)=CC(=O)OCC